C1CNCCC12CCC(CC2)CCC2=CC=CC=1N(C(N(C12)C)=O)C1C(NC(CC1)=O)=O 3-[4-[2-(3-azaspiro[5.5]undecan-9-yl)ethyl]-3-methyl-2-oxo-benzimidazol-1-yl]piperidine-2,6-dione